N1-(1,3-thiazol-2-yl)ethane-1,2-diamine S1C(=NC=C1)NCCN